(R)-N-(6-Methyl-2-(2-methylmorpholino)pyrimidin-4-yl)-4-(N-(3-methyloxetan-3-yl)sulfamoyl)-2-(6-azaspiro[2.5]octan-6-yl)benzamide CC1=CC(=NC(=N1)N1C[C@H](OCC1)C)NC(C1=C(C=C(C=C1)S(NC1(COC1)C)(=O)=O)N1CCC2(CC2)CC1)=O